C(C1=CC=CC=C1)NC1(C(C=CC=C1)C)C1=NC=CC=C1 (E)-N-benzyl-1-(pyridin-2-yl)toluidine